O=C1NC(CCC1N1C(C2=CC=C(C=C2C1=O)NS(=O)(=O)C1=C(OC(=C1)C)C)=O)=O N-(2-(2,6-dioxopiperidin-3-yl)-1,3-dioxoisoindolin-5-yl)-2,5-dimethylfuran-3-sulfonamide